FC=1C(=CC=2N(C1)C(=CN2)C(=O)OCC)COCC(C)(C)O ethyl 6-fluoro-7-[(2-hydroxy-2-methyl-propoxy)methyl]imidazo[1,2-a]pyridine-3-carboxylate